FC(C1=C(C=CC(=C1)C(F)(F)F)C1=CC(=C(N=N1)NC[C@@H](C)O)OCC[Si](C)(C)C)(F)F (2R)-1-({6-[2,4-bis(trifluoromethyl)phenyl]-4-[2-(trimethylsilyl)ethoxy]pyridazin-3-yl}amino)propan-2-ol